ClC=1N=C(C2=C(N1)CCN(C2)C(=O)OC(C)(C)C)Cl tert-butyl 2,4-dichloro-7,8-dihydropyrido[4,3-d]pyrimidine-6(5H)-carboxylate